(R)-2-methyl-N4-(3-methyl-1-(6-(trifluoromethyl)pyridin-3-yl)-1H-pyrazol-4-yl)-N1-((S)-11-oxo-2,3,10,11-tetrahydro-1H,5H-benzo[d]pyrazolo[1,2-a][1,2]diazepin-10-yl)succinamide C[C@@H](C(=O)N[C@H]1C2=C(CN3N(C1=O)CCC3)C=CC=C2)CC(=O)NC=2C(=NN(C2)C=2C=NC(=CC2)C(F)(F)F)C